O1COC2=C1C=CC(=C2)CC(C)NS(=O)(=O)C2=CC=C(C=C2)C N-(1-(benzo[d][1,3]dioxol-5-yl)propan-2-yl)-4-methylbenzenesulfonamide